tert-butyl N-[(7-bromo-5-iodo-4-oxo-3,4-dihydrophthalazin-1-yl)methyl]-N-[(tert-butyl)carbonyl]carbamate BrC1=CC(=C2C(NN=C(C2=C1)CN(C(OC(C)(C)C)=O)C(=O)C(C)(C)C)=O)I